C(C)(C)(C)OC(=O)N1[C@@H](CN([C@H](C1)C)C=1C2=C(N=CN1)NC=C2I)C.C(C)NS(=O)(=O)C2=CC=C(C[Hg])C=C2 N-ethyl-mercurio-4-toluenesulfonamide tert-Butyl-(2R,5S)-4-(5-iodo-7H-pyrrolo[2,3-d]pyrimidin-4-yl)-2,5-dimethylpiperazine-1-carboxylate